4-[6-(3,9-diazaspiro[5.5]undecan-3-yl)pyridin-3-yl]-6-methyl-1H-pyrrolo[2,3-c]pyridin-7(6H)-one, hydrochloride Cl.C1CN(CCC12CCNCC2)C2=CC=C(C=N2)C=2C1=C(C(N(C2)C)=O)NC=C1